OC1=C(OC=CC1=O)C(CC=C)NC1=CC=C(C=C1)C#CC1=CC=C(C=C1)CN1CCOCC1 3-hydroxy-2-(1-((4-((4-(morpholinomethyl)phenyl)ethynyl)phenyl)amino)but-3-en-1-yl)-4H-pyran-4-one